((3-(dimethylamino)propyl)amino)-2-fluoroindole CN(CCCNC1=C(NC2=CC=CC=C12)F)C